C(C1=CC=CC=C1)N1N=CC(=C1)C=1C(=CC(N(C1)C)=O)OCCC(F)(F)F 5-(1-benzyl-1H-pyrazol-4-yl)-1-methyl-4-(3,3,3-trifluoropropoxy)pyridine-2(1H)-one